2,4-Dimethylthiophene-3-carboxylic acid CC=1SC=C(C1C(=O)O)C